C1(CC1)S(=O)(=O)N1C[C@H]([C@H](CC1)NC1=NC=C(C(=N1)C=1C=NN(C1)CC(C)(O)C)C(F)(F)F)C 1-(4-(2-(((3R,4S)-1-(Cyclopropylsulfonyl)-3-methylpiperidin-4-yl)amino)-5-(trifluoromethyl)pyrimidin-4-yl)-1H-pyrazol-1-yl)-2-methylpropan-2-ol